NC1=C(C(=NN1C(C)C)C(=O)NC=1C(=NC=C(C1)NC(CC1=CN=C2N1C=CC=C2)=O)F)C(=O)N 5-amino-N3-(2-fluoro-5-(2-(imidazo[1,2-a]pyridin-3-yl)acetamido)pyridin-3-yl)-1-isopropyl-1H-pyrazole-3,4-dicarboxamide